FC1=C(CNC(C(=O)NC2=CNC3=C2C=NC=C3)=O)C=CC=C1C(F)(F)F N1-(2-fluoro-3-(trifluoromethyl)-benzyl)-N2-(1H-pyrrolo[3,2-c]pyridin-3-yl)oxalamide